OCCCN1C(=NC2=C1C=CC=C2)C 1-(3-hydroxypropyl)-2-methylbenzimidazol